CC=1N=C(SC1C)N1N(NC(=N1)C1=CC(=CC=C1)OCC(=O)O)C1=CC=C(C=C1)S(=O)(=O)O 3-(4,5-dimethylthiazol-2-yl)-5-(3-carboxymethoxyphenyl)-2-(4-sulfophenyl)-2H-tetrazol